FC([C@H](O)C1=CC=C(CNC(OC(C)(C)C)=O)C=C1)(F)F tert-butyl (R)-(4-(2,2,2-trifluoro-1-hydroxyethyl)benzyl)carbamate